(R)-N-(5-(3-(difluoromethyl)-1,2,4-oxadiazol-5-yl)-2,3-dihydro-1H-inden-1-yl)-1,3-dimethyl-1H-pyrazole-5-carboxamide FC(C1=NOC(=N1)C=1C=C2CC[C@H](C2=CC1)NC(=O)C1=CC(=NN1C)C)F